COC1=C(C(=O)O)C(=CC=N1)N1N=CC=N1 2-methoxy-4-(2H-1,2,3-triazol-2-yl)nicotinic Acid